N-hydroxy-4-((5-methylthiazolo[5,4-b]pyridin-2-yl)methyl)-3-oxo-3,4-dihydro-2H-benzo[b][1,4]oxazine-6-carboxamide ONC(=O)C1=CC2=C(OCC(N2CC=2SC3=NC(=CC=C3N2)C)=O)C=C1